CN([C@@H](C)C(=O)O)C1=CC=CC=C1 N-methylphenyl-alanine